BrC1=CC=C(C=C1)\C(=C(/CC)\C1=CC=CC=C1)\C1=CC=C(C=C1)N1CCC(CC1)C=O (E)-1-(4-(1-(4-bromophenyl)-2-phenylbut-1-en-1-yl)phenyl)piperidine-4-carbaldehyde